5-(2-azaspiro[3.3]-heptan-6-ylmethyl)-2-(trifluoromethyl)-benzonitrile C1NCC12CC(C2)CC=2C=CC(=C(C#N)C2)C(F)(F)F